C(C)OC(C1=CC(=C(C=C1)CBr)OCC)=O 4-(bromomethyl)-3-ethoxybenzoic acid ethyl ester